3,3',4,4'-tetrafluorobenzilic acid FC=1C=C(C(C(=O)O)(O)C2=CC(=C(C=C2)F)F)C=CC1F